OC(CN1C(CCCCC1)=O)C N-(2-hydroxypropyl)-caprolactam